C1(CC1)N1C=C(C(C2=CC=C(C(=C12)OC(F)F)C=1C=C2CN[C@@H](C2=CC1)C)=O)C(=O)O (R)-1-cyclopropyl-8-difluoromethoxy-7-(1-methyl-2,3-dihydro-1H-5-isoindolyl)-4-oxo-1,4-dihydro-3-quinolinecarboxylic acid